4-(6-chloro-2,4-bis(3-(dimethylamino)azetidin-1-yl)-8-fluoroquinazolin-7-yl)naphthalen-2-ol ClC=1C=C2C(=NC(=NC2=C(C1C1=CC(=CC2=CC=CC=C12)O)F)N1CC(C1)N(C)C)N1CC(C1)N(C)C